C(#N)C1=CC=C(C=C1)NC(=O)NC(CC(=O)O)C1=C(C=CC=C1)[N+](=O)[O-] 3-{[(4-cyanophenyl)carbamoyl]amino}-3-(2-nitrophenyl)propanoic acid